COC1=CC=C(CN2C(C=3N(CC2)C(=NC3)C=3SC(=CN3)C)C)C=C1 2-(7-(4-methoxybenzyl)-8-methyl-5,6,7,8-tetrahydroimidazo[1,5-a]pyrazin-3-yl)-5-methylthiazole